aluminum monoacetoacetate bis(ethyl acetoacetate) aluminum [Al+3].C(C)CC(CC(=O)[O-])=O.C(C)CC(CC(=O)[O-])=O.C(CC(=O)C)(=O)[O-].[Al+3]